tert-butyl N-cyclopropyl-N-[1-[2-methoxy-8-[(2-methyl-8-phenoxy-imidazo[1,2-a]pyridin-6-yl)carbamoyl]quinazolin-5-yl]-4-piperidyl]carbamate C1(CC1)N(C(OC(C)(C)C)=O)C1CCN(CC1)C1=C2C=NC(=NC2=C(C=C1)C(NC=1C=C(C=2N(C1)C=C(N2)C)OC2=CC=CC=C2)=O)OC